(3'R)-2-[6-amino-5-(trifluoromethyl)pyridin-3-yl]-N-[1-(1-ethyl-1H-pyrazol-3-yl)ethyl]-6,7-dihydro-1'H-spiro[pyrazolo[5,1-c][1,4]oxazine-4,3'-pyrrolidine]-1'-carboxamide NC1=C(C=C(C=N1)C1=NN2C(=C1)[C@@]1(CN(CC1)C(=O)NC(C)C1=NN(C=C1)CC)OCC2)C(F)(F)F